IC=1C=2CCN(C(C2C2=C(C1)C=C(N2)[Si](C)(C)C)=O)C 5-iodo-8-methyl-2-trimethylsilyl-6,7-dihydro-1H-pyrrolo[3,2-h]isoquinolin-9-one